NC1=CC=C(N=N1)C#CCN1C2=C(CCC(C1=O)C1=C(C=C(C=C1)C(F)(F)F)C1CC1)C=C(C=C2)F 1-(3-(6-aminopyridazin-3-yl)prop-2-yn-1-yl)-3-(2-cyclopropyl-4-(trifluoromethyl)phenyl)-7-fluoro-1,3,4,5-tetrahydro-2H-benzo[b]azepin-2-one